ClC1=C(C=CC=C1)S(=O)(=O)NC1=CC=C(N=N1)/C=C/C=1C=NC(=NC1)NC1CCC(CC1)NC(OC(C)(C)C)=O tert-butyl ((1r,4r)-4-((5-((E)-2-(6-(2-chlorophenylsulfonamido)pyridazin-3-yl)vinyl)pyrimidin-2-yl)amino)cyclohexyl)carbamate